C(C=CC=CCCCCC=CC)(=O)N 2,4,10-dodecatrienamide